ethyl 4-(5-hydroxy-6-methoxybenzothien-2-yl)-4-oxobutanoate OC=1C(=CC2=C(C=C(S2)C(CCC(=O)OCC)=O)C1)OC